tetrahydro-1H-imidazo(4,5-c)pyridine N1CNC2CN=CC=C21